CN1C=C(C=C1C1=NC=C(C=C1)OC1CN(C1)C)C(=O)OC methyl 1-methyl-5-{5-[(1-methylazetidin-3-yl)oxy]pyridin-2-yl}pyrrole-3-carboxylate